C[SiH2]C(OCC)OCC methyl-diethoxymethyl-silane